FC=1C(=C(C=C2C=CC(=CC12)OCCC(C#N)(C)C)O)N1S(NC(C1)=O)(=O)=O 4-{[8-fluoro-6-hydroxy-7-(1,1,4-trioxo-1λ6,2,5-thiadiazolidin-2-yl)naphthalen-2-yl]oxy}-2,2-dimethylbutanenitrile